S(=O)(=O)(O)O.OC(C)C1=NNC(=C1N)N 1-hydroxyethyl-4,5-diaminopyrazole sulfate